C(C)OC=1N(C=CN1)C(=O)NCCC(C)C ethoxy-N-isoamyl-1H-imidazole-1-carboxamide